O=C1NC(CCC1C=1C=CC(=NC1)N1CCC(CC1)C=O)=O 1-(5-(2,6-dioxopiperidin-3-yl)pyridin-2-yl)piperidine-4-carboxaldehyde